N1=C(C(=CC2=CC=C3C=CC=NC3=C12)C#N)C#N [1,10]phenanthroline-2,3-dinitrile